N1=C(C=CC=C1)CN(CC1=NC=CC=C1)CC=1N=NN(C1)C1=CC=C(CCNC(=O)[C@H]2O[C@@H]([C@@H]([C@H]([C@H]2O)O)O)O)C=C1 (2S,3R,4S,5R,6S)-N-(4-(4-((bis(pyridin-2-ylmethyl)amino)methyl)-1H-1,2,3-triazol-1-yl)phenethyl)-3,4,5,6-tetrahydroxytetrahydro-2H-pyran-2-carboxamide